C(C1=CC=CC=C1)OC1=CC=C(C=C1)N1C[C@H](N(C[C@@H]1C)C(=O)OC(C)(C)C)C (2R,5S)-tert-butyl 4-(4-(benzyloxy)phenyl)-2,5-dimethylpiperazine-1-carboxylate